(3-bromophenyl)(4-methyl-4H-1,2,4-triazol-3-yl)-methanol BrC=1C=C(C=CC1)C(O)C1=NN=CN1C